C1(CC1)CNP(OCC)(=O)CC1=CC=C(C=C1)C1=NOC(=N1)C(F)(F)F ethyl N-(cyclopropylmethyl)-P-(4-(5-(trifluoromethyl)-1,2,4-oxadiazol-3-yl)benzyl)phosphonamidate